FC=1C=CC(=C(C1)C1CCN(CC1)C(=O)C1=NNC2=C1CN(CC2)C(=O)OC(C)(C)C)C(F)(F)F tert-butyl 3-(4-(5-fluoro-2-(trifluoromethyl)phenyl) piperidine-1-carbonyl)-6,7-dihydro-1H-pyrazolo[4,3-c]pyridine-5(4H)-carboxylate